(1-(5-bromo-6-chloro-4-cyanopyridin-2-yl)piperidin-4-yl)carbamate BrC=1C(=CC(=NC1Cl)N1CCC(CC1)NC([O-])=O)C#N